COC=1C=C(C=C(C1)OC)N(C1=CC(=CC(=C1)OC)OC)C1=CC(=CC(=C1)OC)OC tri-(3,5-dimethoxyphenyl)amine